OOC=1C(=O)O[C@@](C1OCCCCCCCCCCCCCCCC)([C@@H](O)CO)CC(C)C 2-O-hydroxyisobutyl-3-O-hexadecyl-ascorbic acid